C1(=CC=CC=C1)C1=CC=C(C(=N1)C(=O)O)C(=O)O 6-phenyl-2,3-pyridinedicarboxylic acid